C(#C)C1=C(C=CC=C1)C(C)(C)OC 1-ethynyl-2-(2-methoxyprop-2-yl)benzene